CN(C)CC1N2C(OC1)=C(C=N2)S(=O)(NC(C2=CC=CC=C2)(C2=CC=CC=C2)C2=CC=CC=C2)=N 3-((dimethylamino)methyl)-N-trityl-2,3-dihydropyrazolo[5,1-b]oxazole-7-sulfonimidamide